FC=1C=C(C(=C(C1)NC(OC(C)(C)C)=O)OC)C1=NC=C(N=C1)C t-butyl (5-fluoro-2-methoxy-3-(5-methyl pyrazin-2-yl)phenyl)carbamate